(R)-2-((difluoromethoxy)methyl)-5-(2,4-difluorophenyl)-3,4-dihydro-2H-pyrano[2,3-b]pyridine-7-carboxamide FC(OC[C@H]1CCC=2C(=NC(=CC2C2=C(C=C(C=C2)F)F)C(=O)N)O1)F